6-methoxy-1-tosyl-6-(trifluoromethyl)-4,5,6,7-tetrahydro-1H-indole COC1(CCC=2C=CN(C2C1)S(=O)(=O)C1=CC=C(C)C=C1)C(F)(F)F